ClC=1C=2N(C=C(C1)S(=O)(=O)NC1(CC1)C(F)F)C(=NN2)C=2SC(=NN2)C(F)F 8-chloro-3-(5-(difluoromethyl)-1,3,4-thiadiazol-2-yl)-N-(1-(difluoromethyl)cyclopropyl)-[1,2,4]triazolo[4,3-a]pyridine-6-sulfonamide